N[C@H]1CC=CC[C@@H]1C1=C(C2=NC(=CC(=C2S1)NCC=1OC=CC1)Cl)I 2-((1s,6s)-6-aminocyclohex-3-en-1-yl)-5-chloro-N-(furan-2-ylmethyl)-3-iodothieno[3,2-b]pyridin-7-amine